cyclopropyl N-[(1S)-2-[4-(3,5-dimethyl-1H-pyrazol-4-yl)anilino]-1-[(1R)-6-[6-[(1S,4S)-2-oxa-5-azabicyclo[2.2.1]heptan-5-yl]pyrimidin-4-yl]indan-1-yl]-2-oxo-ethyl]carbamate CC1=NNC(=C1C1=CC=C(NC([C@H]([C@@H]2CCC3=CC=C(C=C23)C2=NC=NC(=C2)N2[C@@H]3CO[C@H](C2)C3)NC(OC3CC3)=O)=O)C=C1)C